4-((4-Chloro-7-azaindol-2-yl)methyl)piperidine-1-carboxylic acid tert-butyl ester C(C)(C)(C)OC(=O)N1CCC(CC1)CC=1NC2=NC=CC(=C2C1)Cl